2-((cyclohexylmethyl)amino)-N-(2-((2-(methoxycarbonyl)-4-methylthiophen-3-yl)amino)-2-oxoethyl)-N,N-dimethyl-2-oxoethan-1-aminium C1(CCCCC1)CNC(C[N+](C)(C)CC(=O)NC1=C(SC=C1C)C(=O)OC)=O